COC([C@H](CC1CCCCC1)N=C=O)=O (S)-3-cyclohexyl-2-isocyanatopropionic acid methyl ester